BrC=1C(=NC(=CC1)Cl)C=1C=NC=CC1 3-bromo-6-chloro-2-(3-pyridyl)pyridine